N-(5-(5-chloro-7-(ethylamino)-6-fluoro-1H-indazol-4-yl)pyrazolo[1,5-a]pyridin-2-yl)-2-fluorocyclopropane-1-carboxamide ClC=1C(=C2C=NNC2=C(C1F)NCC)C1=CC=2N(C=C1)N=C(C2)NC(=O)C2C(C2)F